2-chloro-N4-((2-(trifluoromethyl)-6,7-dihydro-5H-benzo[c]imidazo[1,2-a]azepin-9-yl)methyl)pyrimidine-4,5-diamine ClC1=NC=C(C(=N1)NCC1=CC2=C(C=3N(CCC2)C=C(N3)C(F)(F)F)C=C1)N